Citric acid-sodium salt [Na+].C(CC(O)(C(=O)[O-])CC(=O)[O-])(=O)[O-].[Na+].[Na+]